N-(1-(2,6-dimethoxyphenyl)-2-(6-ethoxypyridin-2-yl)-1H-imidazo[4,5-b]pyrazin-6-yl)methanesulfonamide sodium salt [Na].COC1=C(C(=CC=C1)OC)N1C(=NC=2C1=NC(=CN2)NS(=O)(=O)C)C2=NC(=CC=C2)OCC